C(C)OC(C1=C(C=C(C(=C1)OCC1=CC=CC=C1)N)OCC1=CC=CC=C1)=O 4-amino-2,5-dibenzyloxybenzoic acid ethyl ester